8-(3,4-difluorophenyl)-N-methyl-6,9-dioxo-5-(4-(trifluoromethyl)benzyl)-2,5,8-triazaspiro[3.5]nonane-2-carboxamide FC=1C=C(C=CC1F)N1CC(N(C2(CN(C2)C(=O)NC)C1=O)CC1=CC=C(C=C1)C(F)(F)F)=O